CC1(NC(CC(C1)OC(OC1CC(NC(C1)(C)C)(C)C)=O)(C)C)C.N1C=CC=2C1=NC=C(C2)C=2C=C(CCNC(C1=CC=CC=C1)=O)C=CC2 N-(3-(1H-pyrrolo[2,3-b]pyridin-5-yl)phenethyl)benzamide bis(2,2,6,6-tetramethyl-4-piperidyl)carbonate